FC1(CCC(CC1)(C(=O)O)CO)F 4,4-difluoro-1-(hydroxymethyl)cyclohexane-1-carboxylic acid